C(C)NC1=C(C=CC=C1)NCCNC1=CC=C(C=C1)C N-(2-ethylamino-phenyl)-N'-(4-methylphenyl)-1,2-ethanediamine